[Ag].[Se].[Pb] lead selenium silver